NC=1N(C2=C(N1)C=C(C=1C=COC12)C(N)=O)C/C=C/CNC(OC(C)(C)C)=O tert-butyl (E)-(4-(2-amino-5-carbamoyl-1H-benzofuro[6,7-d]imidazol-1-yl)but-2-en-1-yl)carbamate